BrC=1C=CC(=C(C1)S(=O)(=O)NC=1C(=C(C(=O)N[C@H]2COCC2)C(=C(C1)C1CC1)F)O)O (R)-3-((5-Bromo-2-hydroxyphenyl)sulfonamido)-5-cyclopropyl-6-fluoro-2-hydroxy-N-(tetrahydrofuran-3-yl)benzamide